FC(CNC1=C2C(=NC(=C1)NCCO)C=C(S2)C2=CC=NN2)F 2-(7-(2,2-difluoroethylamino)-2-(1H-pyrazol-5-yl)thieno[3,2-b]pyridin-5-ylamino)ethanol